barbituric acid N1C(=O)NC(=O)CC1=O